CN1CCN(CC1)C1CC2=C(N(N=C2CC1)C=1SC=CN1)O 5-(4-Methylpiperazin-1-yl)-2-(thiazol-2-yl)-4,5,6,7-tetrahydro-2H-indazol-3-ol